4-(((1s,3s)-3-(4-(2,4-dioxotetrahydropyrimidin-1(2H)-yl)-1H-indol-1-yl)cyclobutyl)methyl)piperazin O=C1N(CCC(N1)=O)C1=C2C=CN(C2=CC=C1)C1CC(C1)CN1CCNCC1